N1=CC=CC2=CC(=CC=C12)C=NS(=O)C(C)(C)C N-((quinolin-6-yl)methylene)-2-methylpropane-2-sulfinamide